chlorotrifluoroethylene fluorine [F].ClC(=C(F)F)F